C12(CC3CC(CC(C1)C3)C2)C=2C(=CC(=C(C(=O)NCC3=C(C=C(C=C3)O)O)C2)OC)OC 5-adamantan-1-yl-N-(2,4-dihydroxybenzyl)-2,4-dimethoxy-benzoic acid amide